O1COC2=C1C=CC(=C2)C2=NNC(=C2)NC(C2=CC=C(C=C2)OCCO)=O N-(3-(benzo[d][1,3]dioxol-5-yl)-1H-pyrazol-5-yl)-4-(2-hydroxyethoxy)benzamide